5-chloro-6-(4-(4-chlorobenzo[d]isoxazol-3-yl)piperazin-1-yl)nicotinic acid ClC=1C(=NC=C(C(=O)O)C1)N1CCN(CC1)C1=NOC2=C1C(=CC=C2)Cl